FC1(C(C1)C1=CC=C(C=C1)C1=NC=CC=C1)F 2-(4-(2,2-difluorocyclopropyl)phenyl)pyridine